BrC1=C(C=NN1C(F)F)N 5-bromo-1-(difluoromethyl)-1H-pyrazol-4-amine